4-ethoxy-2-phenylquinolin C(C)OC1=CC(=NC2=CC=CC=C12)C1=CC=CC=C1